(2S,6R*)-4-[(tert-butoxy)carbonyl]-6-[(tert-butyldimethylsilyl)oxy]-1,4-oxazocane C(C)(C)(C)OC(=O)N1CCOCC[C@H](C1)O[Si](C)(C)C(C)(C)C |o1:13|